ethylenediamine manganese (II) [Mn+2].C(CN)N